tert-butyl 4-(4-isopropyl-3-methyl-5-(2-methyl-7,9-dihydrofuro[3,4-c][1,2,4]triazolo[1,5-a]pyridin-6-yl)-6H-thieno[2,3-b]pyrrol-2-yl)piperidine-1-carboxylate C(C)(C)C=1C2=C(NC1C=1C3=C(C=4N(C1)N=C(N4)C)COC3)SC(=C2C)C2CCN(CC2)C(=O)OC(C)(C)C